2-(2,4-dichloro-5-fluorobenzoyl)acetic acid methyl ester COC(CC(C1=C(C=C(C(=C1)F)Cl)Cl)=O)=O